(E)-2-(((2-butylbenzo[d]oxazol-6-yl)methoxy)methyl)-3-fluoroprop-2-en-1-amine 4-methylbenzenesulfonate CC1=CC=C(C=C1)S(=O)(=O)O.C(CCC)C=1OC2=C(N1)C=CC(=C2)COC\C(\CN)=C\F